C(CCCC)OC(CCCCCCCCCCC)=O dodecanoic acid n-pentyl ester